5,6-diiodo-3H-thieno[2,3-d]pyrimidin-4-one IC1=C(SC=2N=CNC(C21)=O)I